(2S,4R)-1-[(2S)-2-(4-cyclopropyltriazol-1-yl)-3,3-dimethyl-butanoyl]-4-hydroxy-N-[2-(4-isopropylphenoxy)propyl]pyrrolidine-2-carboxamide C1(CC1)C=1N=NN(C1)[C@H](C(=O)N1[C@@H](C[C@H](C1)O)C(=O)NCC(C)OC1=CC=C(C=C1)C(C)C)C(C)(C)C